NC=1C=C(C(=C(C1)NC(OC(C)(C)C)=O)C)Cl tert-butyl (5-amino-3-chloro-2-methylphenyl)carbamate